CN1C(N(C2=C1C=CC(=C2)S(=O)(=O)NC2(CC2)C)C=2SC=CN2)=O 1-methyl-N-(1-methylcyclopropyl)-2-oxo-3-thiazol-2-yl-benzoimidazole-5-sulfonamide